Cl.C1(CC1)NCC1CN(C1)C(=O)C=1C=C(CC2=NNC(C3=CC=CC=C23)=O)C=CC1F 4-[3-(3-[(cyclopropylamino)methyl]azetidine-1-carbonyl)-4-fluorobenzyl]phthalazin-1(2H)-one hydrochloride